1-[7-[4-(2-fluoro-3-methyl-anilino)pyrido[3,2-d]pyrimidin-6-yl]-4,7-diazaspiro[2.5]octan-4-yl]prop-2-en-1-one FC1=C(NC=2C3=C(N=CN2)C=CC(=N3)N3CCN(C2(CC2)C3)C(C=C)=O)C=CC=C1C